ethyl 2-hydroxy-7-(trifluoromethyl)quinoline-3-carboxylate OC1=NC2=CC(=CC=C2C=C1C(=O)OCC)C(F)(F)F